O=C1NC(CCC1N1C(C2=CC=C(C=C2C1)C#N)=O)=O 2-(2,6-Dioxopiperidin-3-yl)-1-oxo-2,3-dihydro-1H-isoindole-5-carbonitrile